COC(/C=C/C=1C(=NN(C1C)COCC[Si](C)(C)C)C(=O)OC)=O methyl (E)-4-(3-methoxy-3-oxoprop-1-en-1-yl)-5-methyl-1-((2-(trimethylsilyl)ethoxy)methyl)-1H-pyrazole-3-carboxylate